C(CCCC)I1C=CCC1 amyliodoline